FC(CC1CCC(NC1)=O)(F)F 5-(2,2,2-trifluoroethyl)piperidin-2-one